CC1=CC(=NN1)NC1=NC(=NC2=CC(=CC=C12)C=1C=NC=CC1)NC1CC2CCC(C1)N2CCC#N 3-((3-Exo)-3-((4-((5-methyl-1H-pyrazol-3-yl)amino)-7-(pyridin-3-yl)quinazolin-2-yl)amino)-8-azabicyclo[3.2.1]oct-8-yl)propionitrile